O[C@@H](CC(=O)N[C@@H](C)C1=CC(=CC=C1)OCC(F)(F)F)C(C)(C)C (S)-3-hydroxy-4,4-dimethyl-N-((S)-1-(3-(2,2,2-trifluoroethoxy)phenyl)ethyl)pentanamide